C(C)(C)(C)OC(=O)NC1=CC2=C(N=C(S2)C=CC#CC=2N=CC(=NC2)N(C([O-])=O)C)C=C1 5-(4-(6-((tert-butoxycarbonyl) amino) benzo[d]thiazol-2-yl)but-3-en-1-yn-1-yl)pyrazin-2-yl(methyl)carbamate